N[C@H]1C[C@@]12CN(CC2)C2=C(C=NC=1NC3=C(C=C(C(=C3C12)F)F)NC)C1=CN2C(C(=CC=C2C=C1)C(=O)O)=O 7-(4-((1S,3S)-1-amino-5-azaspiro[2.4]heptan-5-yl)-5,6-difluoro-8-(methylamino)-9H-pyrido[2,3-b]indol-3-yl)-4-oxo-4H-quinolizine-3-carboxylic acid